tert-butyl (3S,5S)-3-(2-((S)-((tert-butoxycarbonyl)amino)(4,4-difluorocyclohexyl)methyl)imidazo[1,2-b]pyridazine-7-carbonyl)-3-methyl-2-oxo-5-(trifluoromethyl)pyrrolidine-1-carboxylate C(C)(C)(C)OC(=O)N[C@H](C=1N=C2N(N=CC(=C2)C(=O)[C@]2(C(N([C@@H](C2)C(F)(F)F)C(=O)OC(C)(C)C)=O)C)C1)C1CCC(CC1)(F)F